N-(3-(7-(cyclopropylsulfonyl)-2-methyl-2,3-dihydro-[1,4]dioxino[2,3-c]pyridin-5-yl)-1H-pyrrolo[2,3-c]pyridin-5-yl)acetamide C1(CC1)S(=O)(=O)C1=CC2=C(C(=N1)C1=CNC3=CN=C(C=C31)NC(C)=O)OCC(O2)C